C1(=CC=C(C=C1)OCCCC(=O)O)OCCCC(=O)O 2'-(1,4-phenylenebis(oxy))dibutyric acid